FC=1C=C(C=CC1)C#C 3-fluorophenylacetylene